Cl.NC1C(NC(CC1)=O)=O 3-Aminopiperidine-2,6-dione, hydrochloride salt